NN1C=NC(=C2N3C(N=C12)N(C(N3C)=O)CCN3CCN(CC3)C3=C(C=C(C(=C3)F)OCCOC)F)C=3OC=CC3 5-Amino-3-[2-[4-[2,5-difluoro-4-(2-methoxyethoxy)phenyl]piperazin-1-yl]ethyl]-8-(2-furyl)-1-methyl-[1,2,4]triazolo[5,1-f]purin-2-one